COC1=CC2=C(C=3CCOC31)C=C(S2)C(=O)O 4-methoxy-1,2-dihydrothieno[3,2-e]benzofuran-7-carboxylic acid